NC1=CC=CC(=N1)S(=O)(=O)NC(=O)C=1C(=NC(=CC1)C1=CC(=CC(=C1)OCC(C)C)F)N(C)CC1CCCCC1 N-[(6-amino-2-pyridyl)sulfonyl]-2-[cyclohexylmethyl(methyl)amino]-6-(3-fluoro-5-isobutoxy-phenyl)pyridine-3-carboxamide